CC=1C(=NC=NC1C1=CC=CC=C1)N1CC(CCC1)(CCCC1=CC=CC=C1)CO (1-(5-methyl-6-phenylpyrimidin-4-yl)-3-(3-phenylpropyl)piperidin-3-yl)methanol